N-methyl-1H-benzimidazole-5-sulfonamide CNS(=O)(=O)C1=CC2=C(NC=N2)C=C1